(R)-1-(3-(1-Aminoethyl)-2-fluorophenyl)-1,1-difluoro-2-methylpropan-2-ol hydrochloride Cl.N[C@H](C)C=1C(=C(C=CC1)C(C(C)(O)C)(F)F)F